FC(COC=1C(=NOC1)C(=O)N)F 4-(2,2-difluoroethoxy)isoxazole-3-carboxamide